(S)-methyl 2-((tert-butoxycarbonyl)amino)-3-(4'-(hydroxymethyl)-2',6'-dimethoxy-[1,1'-biphenyl]-4-yl)propanoate C(C)(C)(C)OC(=O)N[C@H](C(=O)OC)CC1=CC=C(C=C1)C1=C(C=C(C=C1OC)CO)OC